(S)-N5-(2-((2r,5S)-5-(1,3-dioxoisoindolin-2-yl)-1,3-dioxan-2-yl)ethyl)-N7-methyl-3-phenyl-2,3-dihydrobenzofuran-5,7-dicarboxamide O=C1N(C(C2=CC=CC=C12)=O)C1COC(OC1)CCNC(=O)C=1C=C(C2=C([C@@H](CO2)C2=CC=CC=C2)C1)C(=O)NC